(2S,4S)-N-(3-chloro-4-fluorophenyl)-4-hydroxy-1-(6-methyl-4-(trifluoromethyl)pyridin-2-yl)pyrrolidine-2-carboxamide ClC=1C=C(C=CC1F)NC(=O)[C@H]1N(C[C@H](C1)O)C1=NC(=CC(=C1)C(F)(F)F)C